disodium tetraborate B([O-])([O-])O.B(O)(O)O.B(O)(O)O.B(O)(O)O.[Na+].[Na+]